2-((3-aminopropyl)thio)-1H-benzo[d]Imidazole-5-ol NCCCSC1=NC2=C(N1)C=CC(=C2)O